2-((4-(4-chloro-2-(4-chloro-2-fluorophenyl)-2H-chromene-8-yl)piperidine-1-yl)methyl)-1-(((S)-oxetan-2-yl)methyl)-1H-benzo[d]imidazole-6-carboxylic acid ClC1=CC(OC2=C(C=CC=C12)C1CCN(CC1)CC1=NC2=C(N1C[C@H]1OCC1)C=C(C=C2)C(=O)O)C2=C(C=C(C=C2)Cl)F